C(C)(C)(C)C1=CC=C(C=N1)C=1N=C2SCN(CN2C(C1C#N)=O)C 8-(6-(tert-butyl)pyridin-3-yl)-3-methyl-6-oxo-3,4-dihydro-2H,6H-pyrimido[2,1-b][1,3,5]thiadiazine-7-carbonitrile